iron (III) tetrakis(4-bromophenyl)porphyrin chloride [Cl-].BrC1=CC=C(C=C1)C1=C2C=CC(C(=C3C=CC(=C(C=4C=CC(=C(C5=CC=C1N5)C5=CC=C(C=C5)Br)N4)C4=CC=C(C=C4)Br)N3)C3=CC=C(C=C3)Br)=N2.[Fe+3].[Cl-].[Cl-]